C(#N)CC(=CCC#N)CC 1,4-dicyano-2-ethyl-2-Butene